S1N=NC2=C1C(=CC=C2)N2N=CC(=C2C(F)(F)F)C(=O)NC=2C=NC(=C(C2)Cl)C2=NN(C=C2)C 1-(benzo[d][1,2,3]thiadiazol-7-yl)-N-(5-chloro-6-(1-methyl-1H-pyrazol-3-yl)pyridin-3-yl)-5-(trifluoromethyl)-1H-pyrazole-4-carboxamide